racemic-5-(((3-(hydroxymethyl)tetrahydrofuran-3-yl)methyl)amino)-3-methyl-8-(4-(trifluoromethyl)phenyl)pyrido[4,3-d]pyrimidin-4(3H)-one OC[C@]1(COCC1)CNC1=NC=C(C=2N=CN(C(C21)=O)C)C2=CC=C(C=C2)C(F)(F)F |r|